P(=O)(=O)NP(O)(O)=O Phosphoaminophosphonic acid